2-(4-(Bis(4-methoxybenzyl)amino)-2-bromo-3-fluoro-6-methylphenyl)acetaldehyde COC1=CC=C(CN(C2=C(C(=C(C(=C2)C)CC=O)Br)F)CC2=CC=C(C=C2)OC)C=C1